2,2-dimethylguanosine CN(C)C1=NC2=C(C(=O)N1)N=CN2[C@H]3[C@@H]([C@@H]([C@H](O3)CO)O)O